4-(4,6-Dimethoxy-1,3,5-triazin-2-yl)-4-methylmorpholine chloride CN1CCOC(C1C2=NC(=NC(=N2)OC)OC)Cl